4-[2-(2,6-dioxopiperidin-3-yl)-1,3-dioxoisoindol-5-yl]piperazin O=C1NC(CCC1N1C(C2=CC=C(C=C2C1=O)N1CCNCC1)=O)=O